tert-butyl (2S,4S)-4-[2-(8-methoxy-2-methyl-imidazo[1,2-b]pyridazin-6-yl)-5-oxo-1,6-naphthyridin-6-yl]-2-methyl-piperidine-1-carboxylate COC=1C=2N(N=C(C1)C1=NC=3C=CN(C(C3C=C1)=O)[C@@H]1C[C@@H](N(CC1)C(=O)OC(C)(C)C)C)C=C(N2)C